C(CCCCCCCCC)(=O)OCCCN(CCC1CN(CCC1)C(=O)OC(C)(C)C)CCCCCCCCCCCCCC tert-Butyl 3-(2-((3-(decanoyloxy)propyl)(tetradecyl)amino)ethyl)piperidine-1-carboxylate